N1(C=NC=C1)C[C@H]1COC=2C(=C(C=C3C(=NC(N1C23)=O)N2[C@H](CN([C@@H](C2)C)C(C=C)=O)C)Cl)C2=C(C=C(C=C2)F)F (3S)-3-((1H-imidazol-1-yl)methyl)-7-((2S,5R)-4-acryloyl-2,5-dimethylpiperazin-1-yl)-9-chloro-10-(2,4-difluorophenyl)-2H-[1,4]oxazino[2,3,4-ij]quinazolin-5(3H)-one